tert-butyl N-{1-[8-({8-fluoro-2-methylimidazo[1,2-a]pyridin-6-yl} carbamoyl)cinnolin-5-yl]pyrrolidin-3-yl}-N-methylcarbamate FC=1C=2N(C=C(C1)NC(=O)C=1C=CC(=C3C=CN=NC13)N1CC(CC1)N(C(OC(C)(C)C)=O)C)C=C(N2)C